4-(methoxycarbonyl)-4-(6-bromopyridin-2-yl)piperidine-1-carboxylic acid tert-butyl ester C(C)(C)(C)OC(=O)N1CCC(CC1)(C1=NC(=CC=C1)Br)C(=O)OC